N-(2-(4-(4-chlorophenoxy)-4-methylpiperidin-1-yl)ethyl)-2-(trifluoromethyl)aniline ClC1=CC=C(OC2(CCN(CC2)CCNC2=C(C=CC=C2)C(F)(F)F)C)C=C1